5-(2-cyclopropyl-1-(3-(4-(2-fluoroethyl)piperazin-1-yl)bicyclo[1.1.1]pentan-1-yl)-1H-imidazol-4-yl)-3-(trifluoromethoxy)pyridin-2-amine C1(CC1)C=1N(C=C(N1)C=1C=C(C(=NC1)N)OC(F)(F)F)C12CC(C1)(C2)N2CCN(CC2)CCF